O=C1C[C@H](CN1)OC(=O)N1CCN(CC1)C1=NC=2N(C=C1)N=CC2C=2C(=NC=CC2)OC2CC2 [(3R)-5-Oxopyrrolidin-3-yl]-4-[3-[2-(cyclopropoxy)-3-pyridyl]pyrazolo[1,5-a]pyrimidin-5-yl]piperazine-1-carboxylate